BrC1=C2CN(NC2=CC=C1)C 4-bromo-2-methyl-1H-indazole